C1(CC1)S(=O)(=O)NC=1SC=C(N1)C(C(=O)NC1=CC=C(C=C1)C=1C=NC=CC1)(C)C 2-(2-(cyclopropanesulfonylamino)thiazol-4-yl)-2-methyl-N-(4-(pyridin-3-yl)phenyl)propanamide